C(C)S(=O)(=O)C1=CC=C(CNC(=O)C2=CC3=C(NC(=N3)C(F)(F)F)C=C2)C=C1 N-(4-(ethylsulfonyl)benzyl)-2-(trifluoromethyl)-1H-benzo[d]Imidazole-5-carboxamide